20-oxo-icosanoate O=CCCCCCCCCCCCCCCCCCCC(=O)[O-]